zinc chloro-(2,4,6-trifluorophenyl) chloride ClC=1C(=C(C(=CC1F)F)Cl)F.[Zn]